C(C1=CC=CC=C1)N1C=NC=C1 1-benzyl-1H-imidazole